8-[(3R)-4-[(4-fluorophenyl)(2-methoxypyridin-3-yl)methyl]-3-methylpiperazin-1-yl]-5-methyl-6-oxo-5,6-dihydro-1,5-naphthyridine-2,7-dicarbonitrile FC1=CC=C(C=C1)C(N1[C@@H](CN(CC1)C1=C(C(N(C=2C=CC(=NC12)C#N)C)=O)C#N)C)C=1C(=NC=CC1)OC